(3S,4R)-4-(4-bromo-3-chloro-1-methyl-3H-pyrazol-5-yl)-N-(2-ethylphenyl)-1-methyl-2-oxo-pyrrolidine-3-carboxamide BrC=1C(NN(C1[C@@H]1[C@H](C(N(C1)C)=O)C(=O)NC1=C(C=CC=C1)CC)C)Cl